ClC1=CC(=C(C=C1)C(C(F)(F)F)O)C=1COCCC1 1-(4-chloro-2-(5,6-dihydro-2H-pyran-3-yl)phenyl)-2,2,2-trifluoroethane-1-ol